3-fluoro-5-(((21,21,21-trifluoro-1-(trityloxy)henicosan-2-yl)oxy)methyl)benzonitrile FC=1C=C(C#N)C=C(C1)COC(COC(C1=CC=CC=C1)(C1=CC=CC=C1)C1=CC=CC=C1)CCCCCCCCCCCCCCCCCCC(F)(F)F